(1R,5S,6s)-3-(Oxetan-3-yl)-3-azabicyclo[3.1.0]hexan-6-yl (8-amino-7-fluoro-6-(8-methyl-2,3-dihydro-1H-pyrido[2,3-b][1,4]oxazin-7-yl)isoquinolin-3-yl)carbamate NC=1C(=C(C=C2C=C(N=CC12)NC(OC1[C@@H]2CN(C[C@H]12)C1COC1)=O)C1=C(C2=C(OCCN2)N=C1)C)F